FC=1C=C2C(=CN(C2=CC1)C1CN(C1)C(=O)OCCCC)C butyl 3-(5-fluoro-3-methyl-1H-indol-1-yl)azetidine-1-carboxylate